N-(4-((5-ethoxy-7-fluoroquinazolin-4-yl)amino)phenyl)-2-(4-isopropyl-1H-1,2,3-triazol-1-yl)acetamide C(C)OC1=C2C(=NC=NC2=CC(=C1)F)NC1=CC=C(C=C1)NC(CN1N=NC(=C1)C(C)C)=O